N(=[N+]=[N-])CCOCCOC(C)O (2-(2-Azidoethoxy)ethoxy)ethan-1-ol